β-acryloxypropyltrimethylammonium chloride [Cl-].C(C=C)(=O)OC(C[N+](C)(C)C)C